CN(C(=O)[C@@H]1CNCC1)C (S)-N,N-dimethylpyrrolidine-3-carboxamide